3,9'-bi-9H-carbazole C1=CC(=CC=2C3=CC=CC=C3NC12)N1C2=CC=CC=C2C=2C=CC=CC12